FC=1C=CC(=NC1)C1=NNC(=N1)N 3-(5-fluoropyridin-2-yl)-1H-1,2,4-triazol-5-amine